N-(5-(3,5-difluorobenzyl)-1H-indazol-3-yl)-4-(4-((4-((2,6-dioxopiperidin-3-yl)amino)benzyl)(methyl)amino)piperidin-1-yl)-2-((tetrahydro-2H-pyran-4-yl)amino)benzamide FC=1C=C(CC=2C=C3C(=NNC3=CC2)NC(C2=C(C=C(C=C2)N2CCC(CC2)N(C)CC2=CC=C(C=C2)NC2C(NC(CC2)=O)=O)NC2CCOCC2)=O)C=C(C1)F